5-[4-(4-{[(6-methylpyridin-3-yl)methyl]carbamoyl}-1H-1,2,3-triazol-1-yl)butyl]-N-{[3-(trifluoromethoxy)phenyl]methyl}-1,3,4-thiadiazole-2-carboxamide CC1=CC=C(C=N1)CNC(=O)C=1N=NN(C1)CCCCC1=NN=C(S1)C(=O)NCC1=CC(=CC=C1)OC(F)(F)F